ClC1=NN=C2N1C1=CC=CC=C1C(=N2)N(C)C=2C=C(C(=CC2)F)C2=CC=C(C=C2)C(F)F chloro-N-(4'-(difluoromethyl)-6-fluoro-[1,1'-biphenyl]-3-yl)-N-methyl-[1,2,4]triazolo[4,3-a]quinazolin-5-amine